FC1(CCC1)CN (1-fluorocyclobutyl)methanamine